(R)-2-chloro-6,7-dimethoxy-N-(1-(3'-methoxy-[1,1'-biphenyl]-3-yl)ethyl)quinazoline-4-amine ClC1=NC2=CC(=C(C=C2C(=N1)N[C@H](C)C=1C=C(C=CC1)C1=CC(=CC=C1)OC)OC)OC